ClC=1C(=NC(=NC1)NC1=CC(=C(C=C1)N1C[C@@H](CC1)N(C)C)[N+](=O)[O-])C1=CN(C2=C(C=CC=C12)C)C (R)-5-chloro-4-(1,7-dimethyl-1H-indol-3-yl)-N-(4-(3-(dimethylamino)pyrrolidin-1-yl)-3-nitrophenyl)pyrimidin-2-amine